BrC=1C=NC(=C(C(=O)N)C1)OCCCN(C)C 5-bromo-2-(3-(dimethylamino)propoxy)nicotinamide